(1S,3S)-3-(benzyloxy)cyclobutyl 4-methylbenzenesulfonate CC1=CC=C(C=C1)S(=O)(=O)OC2CC(C2)OCC3=CC=CC=C3